CC=1C=C2C(=C(N1)C)OC(=C2)C2=CC(=C1C=C(N=NC1=C2)C2CCNCC2)F 7-(5,7-Dimethylfuro[2,3-c]pyridin-2-yl)-5-fluoro-3-(piperidin-4-yl)cinnoline